5-(3-((S)-4-(6-amino-8-oxo-7-(4-phenoxyphenyl)-7,8-dihydro-9H-purin-9-yl)-3,3-difluoro-[1,4'-bipiperidin]-1'-yl)azetidin-1-yl)-2-(2,6-dioxopiperidin-3-yl)isoindoline-1,3-dione NC1=C2N(C(N(C2=NC=N1)[C@@H]1C(CN(CC1)C1CCN(CC1)C1CN(C1)C=1C=C2C(N(C(C2=CC1)=O)C1C(NC(CC1)=O)=O)=O)(F)F)=O)C1=CC=C(C=C1)OC1=CC=CC=C1